4-diethylaminobenzaldehyde C(C)N(C1=CC=C(C=O)C=C1)CC